(S)-6-(trifluoromethyl)-2,3-dihydrofuro[2,3-b]pyridin-3-amine FC(C1=CC=C2C(=N1)OC[C@H]2N)(F)F